C(C1=CC=CC=C1)OC=1C=C(C=CC1)C1CCC2(OCCO2)CC1 8-(3-(benzyloxy)phenyl)-1,4-dioxaspiro[4.5]decane